OC[C@]1([C@@H](N(CC1)C(=O)OCC1=CC=CC=C1)CO[C@@H]1CC[C@@H](CC1)C1=CC=CC=C1)[N+](=O)[O-] Benzyl (CIS)-3-(hydroxymethyl)-3-nitro-2-({[(CIS)-4-phenylcyclohexyl]oxy}methyl)pyrrolidine-1-carboxylate